5-ethynyl-6-fluoro-4-(8-fluoro-4-(6-fluoro-1,4-oxazepan-4-yl)-2-(((2R,7aS)-2-fluorotetrahydro-1H-pyrrolizin-7a(5H)-yl)methoxy)pyrido[4,3-d]pyrimidin-7-yl)naphthalen-2-ol C(#C)C1=C2C(=CC(=CC2=CC=C1F)O)C1=C(C=2N=C(N=C(C2C=N1)N1CCOCC(C1)F)OC[C@]12CCCN2C[C@@H](C1)F)F